rac-(7S)-4,7-difluoro-7-isopropyl-N-[rac-(1R)-3-(3-hydroxyazetidin-1-ium-1-yl)-1-(6-pyridazin-4-yl-3-pyridyl)propyl]-6,8-dihydro-5H-acridine-2-carboxamide FC1=CC(=CC2=CC=3C[C@@](CCC3N=C12)(C(C)C)F)C(=O)N[C@H](CC[NH+]1CC(C1)O)C=1C=NC(=CC1)C1=CN=NC=C1 |r|